N-[3-[2-(4-fluoroanilino)-1-methyl-2-oxo-ethyl]-1-bicyclo[1.1.1]pentanyl]-3-methyl-1,2,4-oxadiazole-5-carboxamide FC1=CC=C(NC(C(C)C23CC(C2)(C3)NC(=O)C3=NC(=NO3)C)=O)C=C1